C(C=C)(=O)OCC(COC(C=C)=O)(NC(=O)OCC1OC1)C 2-methyl-2-(((oxiran-2-ylmethoxy)carbonyl)amino)propane-1,3-diyl diacrylate